C(CCCCCCCC=CCCCCCCCC)CC(=O)[O-] 9-octadecenylacetate